4-(tert-butyl)benzenesulfonamide C(C)(C)(C)C1=CC=C(C=C1)S(=O)(=O)N